BrC1=CC(=C2C(OC(C2=C1)=O)=O)OC 6-bromo-4-methoxy-isobenzofuran-1,3-dione